ClC1=C(C(=NC(=N1)Cl)Cl)N Trichloropyrimidin-5-amine